methyl-ethylenebis(methylphenol) CC(CC1=C(C=CC=C1C)O)C1=C(C=CC=C1C)O